CC1(OC(C2=C1C=C(C=C2)NC2=NC=C(C(=N2)N[C@H](CO)C2=CC=CC=C2)C(=O)NCCC)=O)C 2-[(3,3-dimethyl-1-oxo-1,3-dihydro-2-benzofuran-5-yl)amino]-4-{[(1S)-2-hydroxy-1-phenylethyl]Amino}-N-propylpyrimidine-5-carboxamide